2-hydroxy-2'-carboxybiphenyl OC1=C(C=CC=C1)C1=C(C=CC=C1)C(=O)O